C(C)N(C(SCCOCC(C)C)=S)CC S-1-isobutoxyethyl N,N-diethyldithiocarbamate